C(C)(=O)N1C(CCC1)C(=O)O acetyl-pyrrolidine-2-carboxylic acid